C1(CC1)C1=NN(C=C1C#N)C1=NC=C(C=N1)C=O 3-cyclopropyl-1-(5-formylpyrimidin-2-yl)-1H-pyrazole-4-carbonitrile